2-amino-4-[6-chloro-8-fluoro-2-[[(2S,4R)-4-fluoro-1-methyl-pyrrolidin-2-yl]methoxy]quinazolin-7-yl]-7-fluoro-benzothiophene-3-carbonitrile NC=1SC2=C(C1C#N)C(=CC=C2F)C2=C(C=C1C=NC(=NC1=C2F)OC[C@H]2N(C[C@@H](C2)F)C)Cl